6-phenyl-N-((1-(4-(1-(tetrahydro-2H-pyran-2-yl)-1H-pyrazol-4-yl)phenyl)piperidin-4-yl)methyl)hexanamide C1(=CC=CC=C1)CCCCCC(=O)NCC1CCN(CC1)C1=CC=C(C=C1)C=1C=NN(C1)C1OCCCC1